COC1=CC=C(C=N1)CNC(OCC1CCNCC1)=O piperidin-4-ylmethyl ((6-methoxypyridin-3-yl)methyl)carbamate